[Ta].[Ti] titanium tantalum